((6-ethynyl-8-((1R,2R)-2-hydroxy-2-methylcyclopentyl)-7-oxo-7,8-dihydropyrido[2,3-d]pyrimidin-2-yl)amino)-N,N-dimethylbenzenesulfonamide C(#C)C1=CC2=C(N=C(N=C2)NC2=C(C=CC=C2)S(=O)(=O)N(C)C)N(C1=O)[C@H]1[C@](CCC1)(C)O